4-[2-chloro-6-(butylamino)-9H-purinyl]methyl-benzoic acid ClC1=NC(=C2N=CN(C2=N1)CC1=CC=C(C(=O)O)C=C1)NCCCC